C(C)OC1=NN(C=C1C=1C=2O[C@H](CCOC=3N(N=CC3C=3N=CC=C(NC(=NC1)C2)N3)C)C)C3CCN(CC3)C (10S)-13-[3-ethoxy-1-(1-methyl-4-piperidyl)pyrazol-4-yl]-5,10-dimethyl-7,11-dioxa-4,5,15,17,21,22-hexazatetracyclo[16.3.1.112,16.02,6]tricosa-1(22),2(6),3,12(23),13,15,18,20-octaene